(E)-4-methyl-5-(4-methoxyphenyl)-pent-4-en-3-one C/C(/C(CC)=O)=C\C1=CC=C(C=C1)OC